methyl 4-amino-1-benzyl-2-oxo-7-(trifluoromethyl)-1,2-dihydroquinoline-3-carboxylate NC1=C(C(N(C2=CC(=CC=C12)C(F)(F)F)CC1=CC=CC=C1)=O)C(=O)OC